aminobenzoic acid tetrabutyl-ammonium salt C(CCC)[N+](CCCC)(CCCC)CCCC.NC1=C(C(=O)[O-])C=CC=C1